[Cl-].C(C1=CC=CC=C1)N1C=[N+](C=C1)C 1-benzyl-3-methylimidazolium chloride salt